p-(propargyloxy)-phenylalanine C(C#C)OC1=CC=C(C[C@H](N)C(=O)O)C=C1